C(N)(=O)C12CC(C1)(C2)NC(=O)C2=C(N=NC(=C2C)C=2C=NN(C2)C)N2CCC(CCC2)(F)F N-(3-carbamoylbicyclo[1.1.1]pentan-1-yl)-3-(4,4-difluoroazepan-1-yl)-5-methyl-6-(1-methyl-1H-pyrazol-4-yl)pyridazine-4-carboxamide